methyl 4-chloro-1-(2-chlorophenyl)-6-oxo-1,6-dihydropyridazine-3-carboxylate ClC=1C(=NN(C(C1)=O)C1=C(C=CC=C1)Cl)C(=O)OC